C1(CC1)COC1=CC=C(C=N1)C=1C=C2CC(C(C2=CC1)NC(O[C@@H]1CN2CCC1CC2)=O)(C)C (S)-quinuclidin-3-yl (5-(6-(cyclopropylmethoxy)pyridin-3-yl)-2,2-dimethyl-2,3-dihydro-1H-inden-1-yl)carbamat